5-[(R)-(1,3-dimethyl-azetidin-3-yl)-hydroxy-(4-isopropyl-phenyl)-methyl]-pyridazin CN1CC(C1)(C)[C@@](C=1C=CN=NC1)(C1=CC=C(C=C1)C(C)C)O